N-(5-cyano-1-ethyl-1H-pyrazol-4-yl)-6-(difluoromethyl)-1H-indole-3-sulfonamide C(#N)C1=C(C=NN1CC)NS(=O)(=O)C1=CNC2=CC(=CC=C12)C(F)F